2-[4-[2-[2-[4-[4-[4-[3-(2-Hydroxyphenyl)-3-oxoprop-1-enyl]phenoxy]butyl]triazol-1-yl]ethoxy]ethoxy]phenyl]chromen-4-one OC1=C(C=CC=C1)C(C=CC1=CC=C(OCCCCC=2N=NN(C2)CCOCCOC2=CC=C(C=C2)C=2OC3=CC=CC=C3C(C2)=O)C=C1)=O